CN(CC(C)OC=1N=C(C2=C(N1)CNCC2)C2N(CCNC2)C(=O)[O-])C 2-((1-(dimethylamino)propan-2-yloxy)-5,6,7,8-tetrahydropyrido[3,4-d]pyrimidin-4-yl)piperazine-1-carboxylate